CN1C=CC2=CC(=CC=C12)\C=C\[N+](=O)[O-] 1-methyl-5-[(1E)-2-nitrovinyl]indole